BrCOC=CC1=CC=CC=C1 bromomethoxystyrene